(E)-ethyl 3-(2-(((tert-butyldimethylsilyl)oxy)methyl)-3-methoxyphenyl)acrylate [Si](C)(C)(C(C)(C)C)OCC1=C(C=CC=C1OC)/C=C/C(=O)OCC